tert-butyl (4-bromo-2-(difluoromethyl)benzyl)carbamate BrC1=CC(=C(CNC(OC(C)(C)C)=O)C=C1)C(F)F